ClC=1C(=NC(=NC1)NC1CCOCC1)C1=CC=2C(N(CCC2S1)[C@@H](C(=O)N[C@H](CO)C1=CC(=CC(=C1)OC)F)C)=O (R)-2-(2-(5-chloro-2-((tetrahydro-2H-pyran-4-yl)amino)pyrimidin-4-yl)-4-oxo-6,7-dihydrothieno[3,2-c]pyridin-5(4H)-yl)-N-((S)-1-(3-fluoro-5-methoxyphenyl)-2-hydroxyethyl)propanamide